C(C)(C)(C)OC(=O)NC(CCN(C(CCC(=O)O)=O)CCC(C)(NC(=O)OC(C)(C)C)C)(C)C 4-(bis(3-((tert-butoxycarbonyl)amino)-3-methylbutyl)amino)-4-oxobutanoic acid